5-{1-fluoro-3-hydroxy-7-[1-(pentamethylphenyl)ethenyl]naphthalen-2-yl}-1λ6,2,5-thiadiazolidine-1,1,3-trione FC1=C(C(=CC2=CC=C(C=C12)C(=C)C1=C(C(=C(C(=C1C)C)C)C)C)O)N1CC(NS1(=O)=O)=O